C(C)(C)(C)N(C(O)=O)CCCC(=O)NC1=CC(=C(C=C1)NC=1OC2=C(N1)C=CC=C2)OC.O2C(=NC1=C2C=CC=C1)NC1=C(C=C(C=C1)NC(CCCNC(OC(C)(C)C)=O)=O)OC tert-butyl 4-(4-(benzo[d]oxazol-2-ylamino)-3-methoxyphenylamino)-4-oxobutylcarbamate (tert-butyl 4-(4-(benzo[d]oxazol-2-ylamino)-3-methoxyphenylamino)-4-oxobutylcarbamate)